FC1=CN=C2N1C=C(C=C2C(=O)O[Li])CO [3-fluoro-6-(hydroxymethyl)imidazo[1,2-a]pyridine-8-carbonyl]oxylithium